ClC1=C(C=CC=C1)[C@@H]1[C@@H](C1)N(C([O-])=O)C(CC)OC 1-(2-chlorophenyl)-(R)-1-methoxypropyl-(R)-2-cyclopropylcarbamate